COCOC1CCC2(C(=C(CC12)CCCCCCCCO)C1=CC=CC=C1)C(=C)C1=CC=CC=C1 8-(6-exo-(methoxymethoxy)-3-phenyl-3a-(1-phenylvinyl)-1,3a,4,5,6,6a-hexahydropentalen-2-yl)octan-1-ol